C(C)OC=1C=C2C=CN=C(C2=CC1CCC)NC1=CC=C(C=C1)S(=O)(=O)C 6-Ethoxy-N-(4-methylsulfonylphenyl)-7-propylisoquinolin-1-amine